(S)-2-((7-(4-((2-fluoro-4-(oxetane-3-yl)benzyl)oxy)pyrimidin-2-yl)-5-fluoro-2,3-dihydrobenzofuran-4-yl)methyl)-4-methoxy-1-(oxetane-2-ylmethyl)-1H-benzo[d]imidazole-6-carboxylic acid FC1=C(COC2=NC(=NC=C2)C2=CC(=C(C=3CCOC32)CC3=NC2=C(N3C[C@H]3OCC3)C=C(C=C2OC)C(=O)O)F)C=CC(=C1)C1COC1